C(C)(C)(C)OC(=O)N1N=C(C2=NC(=C(C=C21)OC)C2=C1CC(CC1=CC=C2)F)I (2-fluoro-2,3-dihydro-1H-inden-4-yl)-3-iodo-6-methoxy-1H-pyrazolo[4,3-b]pyridine-1-carboxylic acid tert-butyl ester